CC1(OB(OC1(C)C)C=1C=C(CNC(OC(C)(C)C)=O)C=CC1)C tert-butyl 3-(4,4,5,5-tetramethyl-1,3,2-dioxaborolan-2-yl)benzylcarbamate